CCCCCCCCCCCCCCCCCCCCCCCC(C(C(=O)N[C@@H](COP(=O)(O)OC1[C@@H]([C@H](C([C@H]([C@H]1O)O)O)O)O)[C@@H](C(CCCCCCCCCCCCCCCC)O)O)O)O The molecule is an inositol phosphoceramide compound having a hexacosanoyl group amide-linked to a C20 phytosphingosine base, with hydroxylation at C-2 and C-3 of the C26 very-long-chain fatty acid.